C(C1=CC=CC=C1)OC=1C(=C(C2=CC(=CC=C2C1)C=1CCNCC1)F)N1CC(NS1(=O)=O)=O 5-[3-benzyloxy-1-fluoro-7-(1,2,3,6-tetrahydropyridin-4-yl)-2-naphthyl]-1,1-dioxo-1,2,5-thiadiazolidin-3-one